6-phosphogluconic acid propyl ester C(CC)OC(=O)[C@H](O)[C@@H](O)[C@H](O)[C@H](O)COP(=O)(O)O